5-[(5-fluoro-2,3-dihydrobenzofuran-4-yl)methylamino]Imidazo[1,2-c]Pyrimidine-2-carbonitrile FC=1C=CC2=C(CCO2)C1CNC1=NC=CC=2N1C=C(N2)C#N